BrCCC=1C(=NC(=NC1)NC1=CC=C(C=C1)N1CC(CCC1)O)N1C[C@@H]([C@H](C1)F)F 1-(4-{[5-(2-bromoethyl)-4-[(3S,4S)-3,4-difluoropyrrolidin-1-yl]pyrimidin-2-yl]amino}phenyl)piperidin-3-ol